Cl.FC1=CC(=C(C=C1)C1=NN(C[C@H]1C)C(N)=N)O (4R)-3-(4-fluoro-2-hydroxyphenyl)-4-methyl-4,5-dihydro-1H-pyrazole-1-carboximidamide hydrochloride